CCCCCCCCCCCCCCC[C@H]([C@H](CO)NC(=O)CCCCCCCCCCCCCCC/C=C\\CCCCCCCC)O The molecule is a dihydroceramide in which the ceramide N-acyl group is specified as (17Z)-hexacosenoyl It has a role as a mouse metabolite. It derives from a (17Z)-hexacosenoic acid.